[N+](=O)([O-])C1=C(C=CC=C1)N1C(CCCC1)CCO 2-[1-(2-nitrophenyl)-2-piperidyl]ethanol